FC1=C(C(=CC(=C1F)OC1=NC=CC=C1C1=NC(=NC=C1)N[C@@H]1CNC[C@@](C1)(C)F)C)NS(=O)(=O)CC1=CC=CC=C1 N-(2,3-difluoro-4-((3-(2-(((3S,5S)-5-fluoro-5-methylpiperidin-3-yl)amino)pyrimidin-4-yl)pyridin-2-yl)oxy)-6-methylphenyl)-1-phenylmethanesulfonamide